NC=1NC2=CC(=CC=C2C1C#N)Br 2-amino-6-bromo-1H-indole-3-carbonitrile